7,7-dimethyl-5,8,11-eicosatrienoic acid CC(C=CCCCC(=O)O)(C=CCC=CCCCCCCCC)C